N-[3-({[2-([4-({[2-hydroxy-1-(hydroxymethyl)ethyl]amino}methyl)phenyl]amino)-5-(trifluoromethyl)pyrimidin-4-yl]amino}methyl)pyridin-2-yl]-N-methylmethane-sulfonamide OCC(CO)NCC1=CC=C(C=C1)NC1=NC=C(C(=N1)NCC=1C(=NC=CC1)N(S(=O)(=O)C)C)C(F)(F)F